FC(S(=O)O)(F)F trifluoromethanesulfinic acid